O=C1C(=CC(=O)CC1(C)C)C oxo-isophorone